6-bromo-1-[5-(difluoromethyl)-1,3,4-thiadiazol-2-yl]-4-(4-methylpiperazin-1-yl)indazole BrC1=CC(=C2C=NN(C2=C1)C=1SC(=NN1)C(F)F)N1CCN(CC1)C